BrC=1C(=CC=2N(C1)C(=C(N2)CC)N(C=2SC(=C(N2)C2=CC=C(C=C2)F)C#N)C)F 2-[(6-Bromo-2-ethyl-7-fluoro-imidazo[1,2-a]pyridin-3-yl)-methyl-amino]-4-(4-fluoro-phenyl)-thiazole-5-carbonitrile